O=C1NC(CCC1N1C(C2=CC=C(C=C2C1)CN1CCN(CC1)C1=CC=C2CN(C(C2=C1)=O)C(C(=O)NC=1SC=CN1)C1=C(C=CC(=C1)F)O)=O)=O 2-(6-(4-((2-(2,6-dioxopiperidin-3-yl)-1-oxoisoindolin-5-yl)methyl)piperazin-1-yl)-1-oxoisoindolin-2-yl)-2-(5-fluoro-2-hydroxyphenyl)-N-(thiazol-2-yl)acetamide